N1C=C(C2=CC=CC=C12)NC(=O)C1=CC=C2C(C(N(C2=C1)CC1=CSC=C1)=O)(C)C N-(1H-indol-3-yl)-3,3-dimethyl-2-oxo-1-(thiophen-3-ylmethyl)indoline-6-carboxamide